BrC1=C(C(=CC=C1)C=O)SC(=O)N(C)C 1-(2-bromo-6-formylphenylthio)-N,N-dimethylformamide